2-methyl-5-sulfamoyl-furan-3-carboxylic acid methyl ester COC(=O)C1=C(OC(=C1)S(N)(=O)=O)C